(4-aminopyridin-3-yl)phosphonic acid NC1=C(C=NC=C1)P(O)(O)=O